5-(4-(4-((1-(benzo[4,5]imidazo[1,2-a]pyrimidin-2-yl)piperidin-4-yl)methyl)piperazin-1-yl)piperidin-1-yl)-2-(2,4-dioxotetrahydropyrimidine-1(2H)-yl)isoindoline-1,3-dione N=1C=2N(C=CC1N1CCC(CC1)CN1CCN(CC1)C1CCN(CC1)C=1C=C3C(N(C(C3=CC1)=O)N1C(NC(CC1)=O)=O)=O)C1=C(N2)C=CC=C1